FC1=C(COC2=CC=C(C=C2)C=2NC=NN2)C=CC=C1 5-(4-((2-fluorobenzyl)oxy)phenyl)-4H-1,2,4-triazole